8-(3,3-difluoro-4,4-dimethyl-pyrrolidin-1-yl)-6-(2,4-dimethoxypyrimidin-5-yl)-3-fluoro-imidazo[1,2-b]pyridazine FC1(CN(CC1(C)C)C=1C=2N(N=C(C1)C=1C(=NC(=NC1)OC)OC)C(=CN2)F)F